BrC1=NN(C=N1)C1=CC=CC=C1 3-bromo-1-phenyl-1H-1,2,4-triazole